(R)-(2-oxa-6-azaspiro[3.3]heptan-6-yl)(3-(4-(3-((2,5,7-trimethyl-[1,2,4]triazolo[1,5-a]pyrimidin-6-yl)oxy)pyrrolidin-1-yl)phenyl)bicyclo[1.1.1]pentan-1-yl)methanone C1OCC12CN(C2)C(=O)C21CC(C2)(C1)C1=CC=C(C=C1)N1C[C@@H](CC1)OC=1C(=NC=2N(C1C)N=C(N2)C)C